(3Z)-1-bromo-14,14-dioctyloxy-3-tetradecene BrCC\C=C/CCCCCCCCCC(OCCCCCCCC)OCCCCCCCC